C([O-])([O-])=O.[K+].O.[K+] Water potassium carbonate